C#CC=C butynene